2-methylpropan-2-ylmethanoate CC(C)(C)C(=O)[O-]